CC1CCC(CC1)[Si](OC)(OC)CCC 4-methyl-cyclohexyl-propyl-dimethoxysilane